ClC1=CC=C(OC2=CC=C(C=C2)C=2N=C(SC2C)C2CCN(CC2)CCCCC=2N(C3=CC=C(C=C3C2)C#N)C)C=C1 (4-(4-(4-(4-(4-chlorophenoxy)phenyl)-5-methylthiazol-2-yl)piperidin-1-yl)butyl)-1-methyl-1H-indole-5-carbonitrile